NC1SCC(N1)=O 2-amino-4-thiazolidinone